CNC1(CC=CC=C1)CCC methyl-1-propylaniline